2-(3-chlorophenyl)-7-(isoquinolin-4-yl)-5,7-diazaspiro[3.4]octane-6,8-dione ClC=1C=C(C=CC1)C1CC2(C1)NC(N(C2=O)C2=CN=CC1=CC=CC=C21)=O